1-(6-chloro-4-methoxybenzofuran-2-yl)ethanone ClC1=CC2=C(C=C(O2)C(C)=O)C(=C1)OC